(1r,3s)-3-[3-(1-{7-[(1R)-1-(2,4-dichlorophenyl)ethoxy]-2-methylindazol-5-yl}azetidin-3-yl)piperidin-1-yl]-1-methylcyclobutane-1-carboxylic acid ClC1=C(C=CC(=C1)Cl)[C@@H](C)OC1=CC(=CC2=CN(N=C12)C)N1CC(C1)[C@H]1CN(CCC1)C1CC(C1)(C(=O)O)C